C(C)(=O)N1CC=2N(CC1)C(=NC2C=2C=CC=C1C=C(N=CC21)C=2C=CC(=NC2)C(=O)NCCSC2=C1CN(C(C1=CC=C2)=O)C2C(NC(CC2)=O)=O)CC 5-(8-(7-Acetyl-3-ethyl-5,6,7,8-tetrahydroimidazo[1,5-a]pyrazin-1-yl)isoquinolin-3-yl)-N-(2-((2-(2,6-dioxopiperidin-3-yl)-1-oxoisoindolin-4-yl)thio)ethyl)picolinamide